COC1=C(C=C2[C@@H]([C@H]([C@@H](CC2=C1)CO)CO)C3=CC(=C(C=C3)O)OC)O The molecule is a lignan that is 5,6,7,8-tetrahydronaphthalen-2-ol substituted by hydroxymethyl groups at positions 6 and 7, a methoxy group at position 3 and a 4-hydroxy-3-methoxyphenyl group at position 8. It has been isolated from the roots of Rubia yunnanensis. It has a role as a plant metabolite. It is a lignan, a polyphenol, a primary alcohol and a member of guaiacols.